CS(=O)(=O)C1=CC=C(C=C1)N1CCN(CC1)C1C2=C(N(N=C2CCC1)C1=NC=CC=C1)O [4-(4-methylsulfonylphenyl)-piperazin-1-yl]-2-pyridin-2-yl-4,5,6,7-tetrahydro-2H-indazol-3-ol